ClC1=CC(=C(C=N1)O[C@@H]1C[C@@H](N(C1)CC1=CN=C(S1)NC(C)=O)C)C N-(5-(((2S,4R)-4-((6-chloro-4-methylpyridin-3-yl)oxy)-2-methylpyrrolidin-1-yl)methyl)thiazol-2-yl)acetamide